C(C1=C(C(OC[2H])=C(O)C(OC)=C1)[2H])(=O)O syringic acid-d2